5-(Perfluoroethyl)-1-(tetrahydro-2H-pyran-2-yl)-1H-pyrazolo[3,4-b]pyridine-3-carboxylic acid FC(C(F)(F)F)(C=1C=C2C(=NC1)N(N=C2C(=O)O)C2OCCCC2)F